4-(4-methyl-4,6,6a,7,9,10-hexahydro-8H-pyrazino[1,2-a]pyrrolo[4,3,2-de]quinolin-8-yl)-1-butanone CN1C=C2CC3N(C=4C=CC=C1C24)CCN(C3)CCCC=O